[Cl-].C(C1=CC=CC=C1)[Zn+] benzylzinc(II) chloride